COC(=O)N1C(CCCC1)OC=1C=2N(C=CC1C=1C=NNC1)N=C(N2)NC2CCN(CC2)S(=O)(=O)C ((2-((1-(methylsulfonyl)piperidin-4-yl)amino)-7-(1H-pyrazol-4-yl)-[1,2,4]triazolo[1,5-a]pyridin-8-yl)oxy)piperidine-1-carboxylic acid methyl ester